CC1=C(C2=C(N=CN=C2NC2(CC2)C)O1)C(=O)NC1CN(CC1)C1=NC=CC=C1 6-methyl-4-[(1-methylcyclopropyl)amino]-N-[1-(pyridin-2-yl)pyrrolidin-3-yl]furo[2,3-d]pyrimidine-5-carboxamide